4,5-di-tert-butyl-1,3,2-dioxaborolan C(C)(C)(C)C1OBOC1C(C)(C)C